5-((4-cyanophenyl)amino)-2-((3-fluoro-5-methylphenyl)amino)nicotinamide C(#N)C1=CC=C(C=C1)NC=1C=NC(=C(C(=O)N)C1)NC1=CC(=CC(=C1)C)F